CC[C@@H](CC[C@@H](C)[C@H]1CC[C@H]2C3=CCC4C[C@H](CC[C@]4(C)[C@H]3CC[C@]12C)O)C(C)C poriferast-7-en-3β-ol